[3-(trifluoromethyl)-3-trimethylsiloxy cyclohexyl]Methyl methanesulfonate CS(=O)(=O)OCC1CC(CCC1)(O[Si](C)(C)C)C(F)(F)F